S1CCC(=CC1)B(O)O (3,6-dihydro-2H-thiopyran-4-yl)boronic acid